bis(2-isopropyl-4-(4-trifluoromethyl-phenyl)-indenyl)zirconium dichloride [Cl-].[Cl-].C(C)(C)C=1C(C2=CC=CC(=C2C1)C1=CC=C(C=C1)C(F)(F)F)[Zr+2]C1C(=CC2=C(C=CC=C12)C1=CC=C(C=C1)C(F)(F)F)C(C)C